(3,5-bis(trifluoromethyl)phenyl)carbamic acid phenyl ester C1(=CC=CC=C1)OC(NC1=CC(=CC(=C1)C(F)(F)F)C(F)(F)F)=O